N1N=NC(=C1)C1CN(C1)C(\C=C\C=1C=NC(=NC1)NC1CC2=CC(=C(C=C2C1)F)F)=O (E)-1-(3-(1H-1,2,3-triazol-4-yl)azetidin-1-yl)-3-(2-((5,6-difluoro-2,3-dihydro-1H-inden-2-yl)amino)pyrimidin-5-yl)prop-2-en-1-one